C1(CC1)C1=CC=C(C=C1)C=1C=C(C(=NC1)C=1N=C2N(C=NC(=C2)S(=O)(=O)C(F)(F)F)C1)S(=O)(=O)CC 5-(4-cyclopropylphenyl)-3-(ethylsulfonyl)-2-{7-trifluoromethanesulfonyl-imidazo[1,2-c]pyrimidin-2-yl}pyridine